CC1=C(C=C(C=C1)C(C(=O)O)C)CC=O 2-[4-methyl-3-(2-oxoethyl)phenyl]propanoic acid